Br\C(\COCC)=C(/COCC)\Br (2E)-2,3-dibromo-1,4-diethoxybut-2-ene